OC1OC2=C(OC1)C(=CC=C2N2CCNCC2)O 3,8-Dihydroxy-5-(piperazin-1-yl)-2,3-dihydro-1,4-benzodioxine